diethyl (E)-2,2,14,14-tetramethylpentadec-7-enedioate CC(C(=O)OCC)(CCCC\C=C\CCCCCC(C(=O)OCC)(C)C)C